2-(4-phenyl-3,4-dihydroquinoxalin-1(2H)-yl)acetyl chloride C1(=CC=CC=C1)N1CCN(C2=CC=CC=C12)CC(=O)Cl